(R)-1-(1-((S)-1-(Perfluoro-butyl)pyrrolidin-3-yl)-1,6-dihydroimidazo[4,5-d]pyrrolo[2,3-b]pyridin-2-yl)ethanol FC(C(C(C(F)(F)F)(F)F)(F)F)(N1C[C@H](CC1)N1C(=NC=2C1=C1C(=NC2)NC=C1)[C@@H](C)O)F